C(C)(C)(C)C1=C(C=C(C=C1F)O)F 4-Tert-butyl-3,5-difluorophenol